Benzyl pyridine-5-carboxylate N1=CC=CC(=C1)C(=O)OCC1=CC=CC=C1